(2S,4r)-1-[(2S)-2-(4-cyclopropyl-triazol-1-yl)-3,3-dimethyl-butyryl]-N-[[3-fluoro-4-(2-methylimidazol-1-yl)phenyl]methyl]-4-hydroxy-pyrrolidine-2-carboxamide C1(CC1)C=1N=NN(C1)[C@H](C(=O)N1[C@@H](C[C@H](C1)O)C(=O)NCC1=CC(=C(C=C1)N1C(=NC=C1)C)F)C(C)(C)C